tert-butyl (4-((5'S,7a'R)-3-hydroxy-3'-oxotetrahydro-3'H-spiro[cyclobutane-1,2'-pyrrolo[2,1-b]oxazol]-5'-yl)phenyl)carbamate OC1CC2(C(N3[C@H](O2)CC[C@H]3C3=CC=C(C=C3)NC(OC(C)(C)C)=O)=O)C1